3h-Indole-5,6-Diol N1=CCC2=CC(=C(C=C12)O)O